NC1=CC(=C(OC=2C=C(C(NN2)=O)N2CC(C2)(C)C)C(=C1)Cl)Cl 6-(4-amino-2,6-dichlorophenoxy)-4-(3,3-dimethylazetidin-1-yl)-2H-pyridazin-3-one